6a,7,10,10a-tetrahydro-6,6,9-trimethyl-6H-dibenzo[b,d]pyran CC1(C2C(C3=C(O1)C=CC=C3)CC(=CC2)C)C